CCCCCCCCCCCCCC(=O)O[C@H](COC(=O)CCCC/C=C\C/C=C\C/C=C\CCCCC)COP(=O)(O)OC[C@H](CO)O 1-(6Z,9Z,12Z-octadecatrienoyl)-2-tetradecanoyl-glycero-3-phospho-(1'-sn-glycerol)